ClC=1C=C2C(C(C(OC2=CC1)=O)=C1C(=C2N(CCCN2)C1(C1=CC=CC=C1)O)C(C1=CC=C(C=C1)Cl)=O)=O 6-chloro-3-(8-(4-chlorobenzoyl)-6-hydroxy-6-phenyl-1,2,3,4-tetrahydropyrrolo[1,2-a]pyrimidine-7(6H)-ylidene)chroman-2,4-dione